(1S,2S,3R,4S,5R)-5-hydroxy-3-(1-methyl-3-(trifluoromethyl)-1H-pyrazol-4-yl)-N-(4-(trifluoromethyl)pyridin-2-yl)-7-oxabicyclo[2.2.1]heptane-2-carboxamide O[C@H]1[C@@H]2[C@H]([C@@H]([C@H](C1)O2)C(=O)NC2=NC=CC(=C2)C(F)(F)F)C=2C(=NN(C2)C)C(F)(F)F